6-bromo-4-chloro-2-methyl-8,9-dihydro-7H-cyclopenta[h]quinazoline BrC=1C=C2C(=NC(=NC2=C2C1CCC2)C)Cl